Tert-butyl N-[4-[[4-(4-amino-2-fluoro-5-methoxy-phenyl)piperazin-1-yl]methyl] cyclohexyl]carbamate NC1=CC(=C(C=C1OC)N1CCN(CC1)CC1CCC(CC1)NC(OC(C)(C)C)=O)F